5-(2-methylthiophen-3-yl)-7,8-dihydroisoquinoline CC=1SC=CC1C=1C=2C=CN=CC2CCC1